N(N)C1=C(C(=C(C=O)C=C1)OC(C=CC=1SC=C(N1)C1=C(C=C(C=C1)F)F)=O)OC hydrazino-4-(2',4'-difluorophenyl)thiazoleacryloxy-3-methoxybenzaldehyd